C(CCCCCCC=C)OC(COCCOCCOCC1=CC=CC=C1)COCCCCCCCC=C 2-[2-[2,3-bis(non-8-enoxy)propoxy]ethoxy]ethoxymethylbenzene